C(C1=CC=CC=C1)OC=1C=C2C(=C(N(C2=CC1N=C(C1=CC=CC=C1)C1=CC=CC=C1)C1=CC(=C(C=C1)F)C)C)C#N 5-(benzyloxy)-6-((diphenylmethylene)amino)-1-(4-fluoro-3-methylphenyl)-2-methyl-1H-indole-3-carbonitrile